6-((1S,4S)-2,5-Diazabicyclo[2.2.1]heptan-2-yl)-N-(3-chloro-4-(oxetan-3-ylmethoxy)phenyl)pyrido[3,2-d]pyrimidin-4-amine [C@@H]12N(C[C@@H](NC1)C2)C=2C=CC=1N=CN=C(C1N2)NC2=CC(=C(C=C2)OCC2COC2)Cl